3-isopropyl-6-methyl-7-(2,3,5-trifluorophenyl)pyrazolo[1,5-a]Pyrimidine-2-carboxylic acid C(C)(C)C=1C(=NN2C1N=CC(=C2C2=C(C(=CC(=C2)F)F)F)C)C(=O)O